(E)-pyridin-1-ium-1-yl(4-(((2,2,2-trifluoroethoxy)imino)methyl)benzoyl)amide [N+]1(=CC=CC=C1)[N-]C(C1=CC=C(C=C1)/C=N/OCC(F)(F)F)=O